N-(3-ethylphenyl)-5-oxo-1-phenyl-3-(pyridin-2-yl)-4,5-dihydro-1H-pyrazole-4-carboxamide C(C)C=1C=C(C=CC1)NC(=O)C1C(=NN(C1=O)C1=CC=CC=C1)C1=NC=CC=C1